C(C)(=O)N[C@H](C(=O)N[C@H](C(=O)O)CCC(C)(C)C)CC1=CN(C2=CC=CC=C12)C (S)-2-((S)-2-acetamido-3-(1-methyl-1H-indol-3-yl)propionylamino)-5,5-dimethylhexanoic acid